2-(tert-butoxycarbonylamino)-4-[(3-fluoro-2-methoxy-propyl)-[4-(5,6,7,8-tetrahydro-1,8-naphthyridin-2-yl)butyl]amino]butanoic acid C(C)(C)(C)OC(=O)NC(C(=O)O)CCN(CCCCC1=NC=2NCCCC2C=C1)CC(CF)OC